C(C)[C@H]1COCCN1C1=CC(=CC(=N1)C1=CC=C2C(=N1)C=C(N2)CN(C(OC(C)(C)C)=O)C)C2(CCOCC2)S(=O)(=O)C (S)-tert-butyl ((5-(6-(3-ethylmorpholino)-4-(4-(methylsulfonyl)-tetrahydro-2H-pyran-4-yl)pyridin-2-yl)-1H-pyrrolo[3,2-b]pyridin-2-yl)methyl)(methyl)carbamate